4-[[(2S)-1-[4-[(2-methylpropan-2-yl)oxycarbonyl]piperazin-1-yl]propan-2-yl]amino]quinazoline-8-carboxylic acid CC(C)(C)OC(=O)N1CCN(CC1)C[C@H](C)NC1=NC=NC2=C(C=CC=C12)C(=O)O